N,N'-bis(4-methoxy-2-methylphenyl)-N,N'-diphenyl-benzidine COC1=CC(=C(C=C1)N(C1=CC=C(C=C1)C1=CC=C(N(C2=CC=CC=C2)C2=C(C=C(C=C2)OC)C)C=C1)C1=CC=CC=C1)C